3-(methoxy)propyl-triethoxysilane COCCC[Si](OCC)(OCC)OCC